(3R,4R,5S)-4-acetamido-5-((6-chloro-[1,1'-biphenyl]-3-yl)methyl)amino-3-(pentan-3-oxy)cyclohex-1-en-1-carboxylic acid C(C)(=O)N[C@H]1[C@@H](C=C(C[C@@H]1NCC=1C=C(C(=CC1)Cl)C1=CC=CC=C1)C(=O)O)OC(CC)CC